O[C@H]1CC2N([C@@H](CN(C2)C2=C3C=CC=NC3=C(C=C2)C#N)C)CC1 5-((4R,8R)-8-hydroxy-4-methyloctahydro-2H-pyrido[1,2-a]pyrazin-2-yl)quinoline-8-carbonitrile